FC(C1=CN=C(N1CC1=C(C=CC=C1)O)C1=CC=C(C=C1)C(F)(F)F)(F)F 2-((5-(trifluoromethyl)-2-(4-(trifluoromethyl)phenyl)-1H-imidazol-1-yl)methyl)phenol